(S)-6-((4-((2-hydroxy-1-phenylethyl)amino)-5-(3-(pyridin-2-yl)-1,2,4-oxadiazol-5-yl)pyrimidin-2-yl)amino)-1-methyl-1,2-dihydro-3H-pyrazolo[3,4-b]pyridin-3-one OC[C@H](C1=CC=CC=C1)NC1=NC(=NC=C1C1=NC(=NO1)C1=NC=CC=C1)NC1=CC=C2C(=N1)N(NC2=O)C